2-(((benzyloxy)carbonyl)amino)-4-iodobutyric acid tert-butyl ester C(C)(C)(C)OC(C(CCI)NC(=O)OCC1=CC=CC=C1)=O